ClC1=C(OC2=C(C(=CC3=C2NC(=NS3(=O)=O)NCC3=NC=CC=C3Cl)F)F)C=CC=C1 5-(2-chlorophenoxy)-3-(((3-chloropyridin-2-yl)methyl)amino)-6,7-difluoro-4H-benzo[e][1,2,4]thiadiazine 1,1-dioxide